C1(CC(C1)C(=O)[O-])C(=O)OC methyl cyclobutane-1,3-dicarboxylate